7-[3-(Ethanesulfinyl)azetidin-1-yl]-6-fluoro-4-oxo-1-(1,3-thiazol-2-yl)-1,4-dihydro-1,8-naphthyridine-3-carboxylic acid C(C)S(=O)C1CN(C1)C1=C(C=C2C(C(=CN(C2=N1)C=1SC=CN1)C(=O)O)=O)F